{2'-phenyl-[1,1'-biphenyl]-2-yl}boronic acid C1(=CC=CC=C1)C1=C(C=CC=C1)C1=C(C=CC=C1)B(O)O